[2-[1-[3,6-dimethyl-2-(2-methylindazol-5-yl)-4-oxo-chromen-8-yl]ethylamino]phenyl]-2H-1,2,4-oxadiazol-5-one CC1=C(OC2=C(C=C(C=C2C1=O)C)C(C)NC1=C(C=CC=C1)N1OC(N=C1)=O)C1=CC2=CN(N=C2C=C1)C